COC1=CC=C(CN(C=2N=C(C3=C(C=NN(C3=O)CC3=CC=C(C=C3)CO)N2)NC(C)CCC)CC2=CC=C(C=C2)OC)C=C1 2-(Bis(4-methoxybenzyl)amino)-6-(4-(hydroxymethyl)benzyl)-4-(pentan-2-ylamino)pyrimido[4,5-d]pyridazin-5(6H)-one